cyclohexylmethyltrimethoxysilane tert-butyl-6-(3-bromo-4-(5-chloro-6-methyl-1-(tetrahydro-2H-pyran-2-yl)-1H-indazol-4-yl)-5-methyl-1H-pyrazol-1-yl)-2-azaspiro[3.3]heptane-2-carboxylate C(C)(C)(C)OC(=O)N1CC2(C1)CC(C2)N2N=C(C(=C2C)C2=C1C=NN(C1=CC(=C2Cl)C)C2OCCCC2)Br.C2(CCCCC2)C[Si](OC)(OC)OC